2-[2-chloro-3-(trifluoromethyl)benzamido]-N-[(4-chlorophenyl)methyl]-4H,6H,7H-thieno[3,2-c]pyran-3-carboxamide ClC1=C(C(=O)NC2=C(C=3COCCC3S2)C(=O)NCC2=CC=C(C=C2)Cl)C=CC=C1C(F)(F)F